ClC1=CC(=C(C(=N1)C1=CC=C(C=C1)F)F)C(C)(C)N 2-(6-chloro-3-fluoro-2-(4-fluorophenyl)pyridin-4-yl)propan-2-amine